CSCCCO 3-methylthiopropanol